C(CCC)OC(CCC(C)(OOC(C)(C)C)OOC(C)(C)C)=O n-butyl-4,4-di(tert-butylperoxy)valerate